Cl.C1(CCCC1)CN1CCC(CC1)N1N=CC=C(C1=O)C1=CC=CC=C1 2-[1-(Cyclopentylmethyl)piperidin-4-yl]-4-phenyl-2,3-dihydropyridazin-3-on Hydrochlorid